FC1(CC(C1)[C@H](O)C1=CC=2C(=NC=C(C2)C2=CC=3C(N=C2)=NN(C3)C)S1)F (S)-(3,3-difluorocyclobutyl)(5-(2-methyl-2H-pyrazolo[3,4-b]pyridin-5-yl)thieno[2,3-b]pyridin-2-yl)methanol